FC=1C=C(C=CC1N1CC2(C1)CN(C2)C)N2C(O[C@@H](C2)CNC(C)=O)=O (R)-N-((3-(3-fluoro-4-(6-methyl-2,6-diazaspiro[3.3]hept-2-yl)phenyl)-2-oxo-oxazolidin-5-yl)methyl)acetamide